3,5-di-sec-butyl-1-isobutyl-4-hydroxy-pyrazole C(C)(CC)C1=NN(C(=C1O)C(C)CC)CC(C)C